4-(1-(2-Fluoro-4-(7-methyl-2,7-diazaspiro[3.5]nonan-2-yl)phenyl)-2-methyl-1H-imidazol-4-yl)-N-(1-(methylsulfonyl)piperidin-4-yl)-5-(trifluoromethyl)pyrimidin-2-amine FC1=C(C=CC(=C1)N1CC2(C1)CCN(CC2)C)N2C(=NC(=C2)C2=NC(=NC=C2C(F)(F)F)NC2CCN(CC2)S(=O)(=O)C)C